phosphoric acid-d P(O[2H])(O)(O)=O